tert-butyl (R or S)-(2-(4-((4-(bis(2,4-dimethoxybenzyl)amino)-2-((1-hydroxyhexan-3-yl)oxy)imidazo[2,1-f][1,2,4]triazin-7-yl)methyl)-2-methylphenoxy)ethyl)(methyl)carbamate COC1=C(CN(C2=NC(=NN3C2=NC=C3CC3=CC(=C(OCCN(C(OC(C)(C)C)=O)C)C=C3)C)O[C@@H](CCO)CCC)CC3=C(C=C(C=C3)OC)OC)C=CC(=C1)OC |o1:36|